2-(1,3-thiazol-2-yl)-1λ6-thiomorpholine-1,1-dione trifluoroacetic acid salt FC(C(=O)O)(F)F.S1C(=NC=C1)C1CNCCS1(=O)=O